2-[3,5-difluoro-4-(4,4,5,5-tetramethyl-1,3,2-dioxaborolan-2-yl)phenyl]propan-2-ol FC=1C=C(C=C(C1B1OC(C(O1)(C)C)(C)C)F)C(C)(C)O